C(CCCCCC(C)C)(=O)OCCCCCCCCCCCCCCCC Cetyl isononanoate